N1=C(C=CC=C1)C(=O)[O-].[Mn+3].N1=C(C=CC=C1)C(=O)[O-].N1=C(C=CC=C1)C(=O)[O-] manganese(III) 2-pyridinecarboxylate